C(C)(=O)O.FC1=C(C(=O)NC2=NC(=CC=C2)C(=O)C2CCN(CC2)C)C(=CC(=C1)F)F 2,4,6-trifluoro-N-[6-(1-methylpiperidine-4-carbonyl)-2-pyridinyl]benzamide acetate salt